methyl 2-methoxy-4-(4-(trifluoromethyl)phenyl)pyrrolo[1,2-a]quinoxaline-7-carboxylate COC=1C=C2N(C3=CC=C(C=C3N=C2C2=CC=C(C=C2)C(F)(F)F)C(=O)OC)C1